N-(4-bromopyridin-2-yl)-3-fluorobenzamide BrC1=CC(=NC=C1)NC(C1=CC(=CC=C1)F)=O